Methyl Decanoate Chloride [Cl-].C(CCCCCCCCC)(=O)OC